(Z)-5-(2-(1-methyl-1H-imidazol-5-yl)ethyl)furan-2-carbaldehyde oxime CN1C=NC=C1CCC1=CC=C(O1)\C=N/O